4-((3-(1-formyl-5,6-dihydro-1,2,4-triazin-4(1H)-yl)phenoxy)methyl)-3-Methoxybenzonitrile C(=O)N1N=CN(CC1)C=1C=C(OCC2=C(C=C(C#N)C=C2)OC)C=CC1